C(C)N1[C@@H]2CCC3=C([C@H]2C=2C=CC(=C(C2C1)C)C)C=C(C(=C3)Br)O (6aR,12bS)-(+)-N-ethyl-3,4-dimethyl-10-bromo-11-hydroxy-5,6,6a,7,8,12b-hexahydrobenzo[a]phenanthridine